Cl.ClC1=C(C(=O)NC2=NC=CC=C2)C=CC=C1 2-chloro-N-(pyridin-2-yl)benzamide hydrochloride